((1-Benzylpiperidin-4-yl)methyl)-2-fluoro-5,6-dimethoxy-2,3-dihydrobenzo[b]thiophene 1,1-dioxide C(C1=CC=CC=C1)N1CCC(CC1)CC1(CC2=C(S1(=O)=O)C=C(C(=C2)OC)OC)F